2-methyl-propanimidamide, dihydrochloride Cl.Cl.CC(C(N)=N)C